(R)-7-chloro-4-(Oxiran-2-ylmethoxy)benzofuran-5-carbaldehyde ClC1=CC(=C(C=2C=COC21)OC[C@@H]2OC2)C=O